C(=O)P(C1=CC=CC=C1)C1=CC=CC=C1 formyl-diphenylphosphine